N=S1(CCC(CC1)C(=O)NC)=O 1-imino-N-methyl-1-oxo-thiane-4-carboxamide